CC=1C(SS(C1)=N)C1=CC=CC=C1 methyl-(phenyl)dithiolimine